NC1(CC1)CC1=CC=C(C=C1)C=1C(=C(C=CC1)C=1C(=C(C=CC1)C1=CC=2N(C(C(=CN2)CN(C(OC(C)(C)C)=O)C[C@H]2NC(CC2)=O)=O)C=C1)Cl)Cl tert-Butyl N-[[8-[3-[3-[4-[(1-aminocyclopropyl)methyl]phenyl]-2-chloro-phenyl]-2-chloro-phenyl]-4-oxo-pyrido[1,2-a]pyrimidin-3-yl]methyl]-N-[[(2S)-5-oxopyrrolidin-2-yl]methyl]carbamate